N-(3-chloro-4-methylphenyl)-N'-[[2-(2,6-dioxo-3-piperidinyl)-2,3-dihydro-1-oxo-1H-isoindol-5-yl]methyl]-urea ClC=1C=C(C=CC1C)NC(=O)NCC=1C=C2CN(C(C2=CC1)=O)C1C(NC(CC1)=O)=O